3-[3-methyl-5-[[4-(methylamino)-1-piperidyl]methyl]-2-oxo-benzimidazol-1-yl]piperidine-2,6-dione TFA salt OC(=O)C(F)(F)F.CN1C(N(C2=C1C=C(C=C2)CN2CCC(CC2)NC)C2C(NC(CC2)=O)=O)=O